tert-butyl-(2-chloro-3-fluoropyridin-4-yl) carbamate C(N)(OC1=C(C(=NC=C1C(C)(C)C)Cl)F)=O